C(#N)C1=CC=C(C=C1)C1=NN(C(=C1)O)C1=CC=C(C=C1)C=1CCC(NN1)=O 6-(4-(3-(4-cyanophenyl)-5-hydroxy-1H-pyrazol-1-yl)phenyl)-4,5-dihydropyridazin-3(2H)-one